NC(C)C1=C(C2=CNN=C2C(=C1)C(=O)N[C@H](C)C1=C2CCC(C2=CC=C1)(F)F)OC 5-(1-aminoethyl)-N-((R)-1-(1,1-difluoro-2,3-dihydro-1H-inden-4-yl)ethyl)-4-methoxy-2H-indazole-7-carboxamide